(2r,5s)-4-(6-methoxy-1-methyl-2-oxo-1,2-dihydro-1,5-naphthyridin-4-yl)-2,5-dimethylpiperazine-1-carboxylic acid tert-butyl ester C(C)(C)(C)OC(=O)N1[C@@H](CN([C@H](C1)C)C1=CC(N(C2=CC=C(N=C12)OC)C)=O)C